[(diphenyl-d10)triazinyl][(dimethylfluorenyl)dibenzothiophenyl]benzene C1(C(C(C(C(C1[2H])([2H])[2H])([2H])[2H])([2H])[2H])([2H])[2H])([2H])C1=C(C(=NN=N1)C1=C(C=CC=C1)C1=C(C=CC=2SC3=C(C21)C=CC=C3)C3=C(C(=CC=2C1=CC=CC=C1CC32)C)C)C3(C(C(C(C(C3[2H])([2H])[2H])([2H])[2H])([2H])[2H])([2H])[2H])[2H]